C1(CC1)C1=NC=NC(=C1C=1N=CC2=C(N1)N(C(C=C2)=O)CC2=CC=C(C=C2)C=2N(C=C(N2)C(F)(F)F)CCN2CCN(CC2)C)OC 2-(4-cyclopropyl-6-methoxypyrimidin-5-yl)-8-[(4-{1-[2-(4-methylpiperazin-1-yl)ethyl]-4-(trifluoromethyl)imidazol-2-yl}phenyl)methyl]pyrido[2,3-d]pyrimidin-7-one